6-(4-fluorophenyl)-4-[(6-methyl-3-pyridyl)methoxy]pyrido[2,3-d]pyrimidine Nitrogen [N].FC1=CC=C(C=C1)C1=CC2=C(N=CN=C2OCC=2C=NC(=CC2)C)N=C1